N1(CCOCC1)C(=O)N1C2=CC=CC=C2SC=2C=CC=CC12 10-(4-morpholinylcarbonyl)-10H-phenothiazine